CC=CC(=O)OCC(CNC1=CC=C(C=C1)NC1=CC=CC=C1)O N-(3-methylacryloyloxy-2-hydroxypropyl)-N'-phenyl-p-phenylenediamine